CC(C)CCC[C@@H](C)[C@H]1CC[C@H]2[C@@H]3CC=C4C[C@H](CC[C@]4(C)[C@H]3CC[C@]12C)OCCCCCCCCO[C@H](CN(C)C)COCCCCCCCC\C=C/C\C=C/CCCCC (2R)-2-({8-[(3beta)-cholest-5-en-3-yloxy]octyl}oxy)-N,N-dimethyl-3-[(9Z,12Z)-octadeca-9,12-dien-1-yloxy]propan-1-amine